Cl.CC(C#C/C=C/CN(CC1=CC=CC2=CC=CC=C12)C)(C)C (E)-N-(6,6-dimethyl-2-hepten-4-ynyl)-N-methyl-1-naphthalenemethylamine hydrochloride